2-tertiary butyl-4-methylaniline C(C)(C)(C)C1=C(N)C=CC(=C1)C